3,6,9-tris(carboxylatomethyl)-15-octadecyl-11,14-dioxo-3,6,9,12,15-pentaazatritriacontanoat C(=O)([O-])CN(CC(=O)[O-])CCN(CCN(CC(NCC(N(CCCCCCCCCCCCCCCCCC)CCCCCCCCCCCCCCCCCC)=O)=O)CC(=O)[O-])CC(=O)[O-]